5-(3-Bromo-4-hydroxybenzylidene)-2-thioxodihydropyrimidine-4,6(1H,5H)-dione BrC=1C=C(C=C2C(NC(NC2=O)=S)=O)C=CC1O